C1(=CC=C(C=C1)[C@H](C)N)C (S)-1-(p-tolyl)ethylamine